C1(=CC=C(C=C1)C=1OCCN1)C=1OCCN1 2,2'-(1,4-phenylene)-bis(2-oxazoline)